OCCCC(=O)SCCNC(CCNC([C@@H](C(COP(OP(OC[C@@H]1[C@H]([C@H]([C@@H](O1)N1C=NC=2C(N)=NC=NC12)O)OP(=O)(O)O)(=O)O)(=O)O)(C)C)O)=O)=O (3R)-hydroxybutyryl-CoA